uracil-bisulfite S(O)(O)=O.N1C(=O)NC(=O)C=C1